t-Butyl (3S)-3-[4-(3-cyano-4-methylsulfanyl-pyrazolo[1,5-a]pyridin-6-yl)pyrazol-1-yl]piperidine-1-carboxylate C(#N)C=1C=NN2C1C(=CC(=C2)C=2C=NN(C2)[C@@H]2CN(CCC2)C(=O)OC(C)(C)C)SC